sodium sulfoarsonate S(=O)(=O)(O)[As]([O-])([O-])=O.[Na+].[Na+]